6-chloro-3-fluoropyridine-2-carboxylic acid tert-butyl ester C(C)(C)(C)OC(=O)C1=NC(=CC=C1F)Cl